(dimethylcarbamoyloxy)-6-methylhepta-2,4-dien CN(C(=O)OCC=CC=CC(C)C)C